C(C)(C)(C)C1=CC(=NO1)NC(NC1CCC=2NC=3C(=CC=C(C3C2C1)C(=O)NCCCO)C)=O 3-(3-(5-tert-butylisoxazol-3-yl)ureido)-N-(3-hydroxypropyl)-8-methyl-2,3,4,9-tetrahydro-1H-carbazole-5-carboxamide